ortho-tolylbiguanide C1(=C(C=CC=C1)NC(=N)NC(=N)N)C